4,4'-Azobis(4-cyanovaleric acid) N(=NC(CCC(=O)O)(C)C#N)C(CCC(=O)O)(C)C#N